2-(bis(3-methoxybenzyl)amino)-N-(3-methoxybenzyl)oxazole-4-carboxamide COC=1C=C(CN(C=2OC=C(N2)C(=O)NCC2=CC(=CC=C2)OC)CC2=CC(=CC=C2)OC)C=CC1